propylmannose C(CC)C(=O)[C@@H](O)[C@@H](O)[C@H](O)[C@H](O)CO